Cl.BrC1=CC(=C(CC2CNC2)C=C1)F 3-(4-bromo-2-fluorobenzyl)azetidine hydrochloride